2-Hydroxybutyl (3-(3-fluoro-4-((2-methyl-1H-imidazol-1-yl)methyl)phenyl)-5-iso-butylthiophen-2-yl)sulfonylcarbamate FC=1C=C(C=CC1CN1C(=NC=C1)C)C1=C(SC(=C1)CC(C)C)S(=O)(=O)NC(OCC(CC)O)=O